C(#N)C=1C(=NC(=NC1)NC=1C(=CC(=C(C1)NC(C=C)=O)N(C)CCN(C)C)OC)NC1=C(C=CC=C1)C1=NN(C=C1)C N-(5-((5-cyano-4-((2-(1-methyl-1H-pyrazol-3-yl)phenyl)amino)pyrimidin-2-yl)amino)-2-((2-(dimethylamino)ethyl)(methyl)amino)-4-methoxyphenyl)acrylamide